FC(C(C(C(C(F)(F)F)(F)F)(F)F)(F)F)(N(C(C(C(C(C(F)(F)F)(F)F)(F)F)(F)F)(F)F)C(C(C(C(C(F)(F)F)(F)F)(F)F)(F)F)(F)F)F perfluorotri-n-pentylamine